5-chloro-N-[2,4-difluoro-3-(2-[1-isopropylpyrazolo[4,3-b]pyridin-6-yl]ethyl)phenyl]-2-methoxypyridine-3-sulfonamide ClC=1C=C(C(=NC1)OC)S(=O)(=O)NC1=C(C(=C(C=C1)F)CCC=1C=C2C(=NC1)C=NN2C(C)C)F